OCN(C(=O)N(O)C)C1N(C(N(C1=O)CO)=O)CO N-hydroxymethyl-N-(1,3-bis(hydroxymethyl)-2,5-dioxoimidazolidin-4-yl)-N'-hydroxy-methylurea